C(C1=CC=CC=C1)N1C=NC(=C1Br)C1=NC=C(C=C1)F 2-(1-benzyl-5-bromo-1H-imidazol-4-yl)-5-fluoropyridine